6-(3-Fluoro-5-isobutoxyphenyl)-N-(3-hydroxyphenyl)sulfonyl-2-[(4S)-2,2,4-trimethylpyrrolidin-1-yl]pyridin-3-carboxamid FC=1C=C(C=C(C1)OCC(C)C)C1=CC=C(C(=N1)N1C(C[C@@H](C1)C)(C)C)C(=O)NS(=O)(=O)C1=CC(=CC=C1)O